methyl 6-((2S,4S)-2-(fluoromethyl)-4-((5-(trifluoromethoxy)pyridin-2-yl)oxy)pyrrolidin-1-yl)nicotinate FC[C@H]1N(C[C@H](C1)OC1=NC=C(C=C1)OC(F)(F)F)C1=NC=C(C(=O)OC)C=C1